(2-((1-cyclopropyl-1H-pyrazol-4-yl)amino)-5-methylpyrimidin-4-yl)phenol C1(CC1)N1N=CC(=C1)NC1=NC=C(C(=N1)C1=C(C=CC=C1)O)C